FC(C=1C=CC=C(C1)C1=CC=CC=C1)(F)F 5-(trifluoromethyl)-[1,1'-biphenyl]